N-(1-methylpiperidin-4-yl)-2-[3-(prop-2-enamido)phenyl]quinoline-8-carboxamide CN1CCC(CC1)NC(=O)C=1C=CC=C2C=CC(=NC12)C1=CC(=CC=C1)NC(C=C)=O